CN1N=CC(C1=O)C(=O)N methyl-5-oxo-4,5-dihydro-1H-pyrazole-4-carboxamid